6-(4-(((3-oxo-4-(trifluoromethyl)-3,5,6,7-tetrahydro-2H-cyclopenta[c]pyridazin-7-yl)methyl)-L-alaninyl)piperazin-1-yl)nicotinonitrile O=C1C(=C2C(=NN1)C(CC2)CN[C@@H](C)C(=O)N2CCN(CC2)C2=NC=C(C#N)C=C2)C(F)(F)F